1-methyl-2-nitro-3-(oxolan-3-ylmethyl)guanidine CNC(=N[N+](=O)[O-])NCC1COCC1